Tert-butyl 4-[[1-[1-[1-[(4-methoxyphenyl)methyl]-2,6-dioxo-3-piperidyl]-3-methyl-2-oxo-benzimidazol-4-yl]-4-piperidyl]methyl]piperazine-1-carboxylate COC1=CC=C(C=C1)CN1C(C(CCC1=O)N1C(N(C2=C1C=CC=C2N2CCC(CC2)CN2CCN(CC2)C(=O)OC(C)(C)C)C)=O)=O